CO[Si](CCCC1=CC=C(CC=CC2=CC=CC=C2)C=C1)(OC)OC 4-(3-Trimethoxysilylpropyl)benzylstyrol